FC1=C(C=CC(=C1)F)[C@]([C@@H](C)C1=NC=[NH+]C=C1F)(CN1N=CN=C1)O 4-((2S,3R)-3-(2,4-difluorophenyl)-3-hydroxy-4-(1H-1,2,4-triazol-1-yl)butan-2-yl)-5-fluoropyrimidin-1-ium